C1=CC(=C(C=C1CC(=O)[O-])[N+](=O)[O-])O The molecule is a monocarboxylic acid anion that is the conjugate base of (4-hydroxy-3-nitrophenyl)acetic acid, obtained by deprotonation of the carboxy group. It is a conjugate base of a (4-hydroxy-3-nitrophenyl)acetic acid. It is a conjugate acid of a (3-nitro-4-oxidophenyl)acetate.